N-acetyl-N-(3,4-dihydronaphthalen-1-yl)methacrylamide C(C)(=O)N(C(C(=C)C)=O)C1=CCCC2=CC=CC=C12